S(SCCCO)CCCO 3,3'-disulfanediyldi(1-propanol)